FC=1C(=NC(=CC1C1=NC=2C=CC3=C(C2C=C1)C1=C(S3)CN[C@@H](CN1)C)C=C)CN1CCOCC1 (R)-3-(3-fluoro-2-(morpholinomethyl)-6-vinylpyridin-4-yl)-10-methyl-9,10,11,12-tetrahydro-8H-[1,4]diazepino[5',6':4,5]thieno[3,2-f]quinolin